CCCCC/C=C\CC(C(C/C=C\C/C=C\CCCC(=O)O)O)O 11,12-dihydroxy-5z,8z,14z-eicosatrienoic acid